C(#N)\C(=C/C=1C2=C(SC1)C(=CC=C2)C#N)\C(C)=O (E)-3-(2-cyano-3-oxobut-1-en-1-yl)benzo[b]thiophene-7-carbonitrile